5-[2-(3,5-Dimethylphenyl)pyridin-3-yl]-1H-indazole CC=1C=C(C=C(C1)C)C1=NC=CC=C1C=1C=C2C=NNC2=CC1